ClC1=CC(=C(C=C1)/C=C/C(=O)O)F (E)-3-(4-chloro-2-fluoro-phenyl)prop-2-enoic acid